2-((3R,4R)-3-amino-4-fluoro-1-piperidinyl)-1-(4-cyanobenzyl)-1H-benzimidazole-6-carbonitrile N[C@@H]1CN(CC[C@H]1F)C1=NC2=C(N1CC1=CC=C(C=C1)C#N)C=C(C=C2)C#N